6-fluoropyrrolo[3,2-b]pyridine FC=1C=C2C(=NC1)C=CN2